NCCCCN1C2=C(N(C(C3=C1C=CC=C3)=O)CC3=CC=CC=C3)C=CC(=C2)Cl 5-(4-Aminobutyl)-10-benzyl-7-chloro-5,10-dihydro-11H-dibenzo[b,e][1,4]diazepin-11-one